1,3,2-Dioxathiolan-2,2-dioxide O1S(OCC1)(=O)=O